(S)-N-(2-amino-1-(3-chlorophenyl)ethyl)-1-(5-methyl-2-(oxetan-3-ylamino)pyrimidin-4-yl)-1H-imidazole-4-carboxamide NC[C@H](C1=CC(=CC=C1)Cl)NC(=O)C=1N=CN(C1)C1=NC(=NC=C1C)NC1COC1